(S)-2-amino-N-(3-(N-tert-butylsulfamoyl)phenyl)-3-phenylpropanamide N[C@H](C(=O)NC1=CC(=CC=C1)S(NC(C)(C)C)(=O)=O)CC1=CC=CC=C1